3-bromobutyl-trichlorosilane BrC(CC[Si](Cl)(Cl)Cl)C